2,5-bis[(4-hydroxyphenyl)methylene]cyclopentanone OC1=CC=C(C=C1)C=C1C(C(CC1)=CC1=CC=C(C=C1)O)=O